CS(C(=NC=1OC(=NN1)C1=CC=C(C=C1)OC)S)C.CC1(C(N(C(N1CC1=C(C=C(C(=O)NN)C=C1)F)=O)C1=CC=CC=C1)=O)C 4-((5,5-Dimethyl-2,4-dioxo-3-phenylimidazolidin-1-yl)methyl)-3-fluorobenzoyl-hydrazine Dimethyl-(5-(4-methoxyphenyl)-1,3,4-oxadiazol-2-yl)carbonimidodithioate